2-methyl-4-(1-methylimidazol-2-yl)isoquinolin-1-one CN1C(C2=CC=CC=C2C(=C1)C=1N(C=CN1)C)=O